Cl.C[C@@H]1CN(C[C@@H](N1)C)C1=CC=C(N=N1)NC(=O)C=1C(=NC=2N(C1)C=C(N2)C)OCC N-(6-((3R,5S)-3,5-dimethylpiperazin-1-yl)pyridazin-3-yl)-7-ethoxy-2-methylimidazo[1,2-a]pyrimidine-6-carboxamide hydrochloride